N-(tert-butoxycarbonyl)-O-(methyl-d3)-D-serine C(C)(C)(C)OC(=O)N[C@H](COC([2H])([2H])[2H])C(=O)O